Cl.C1(CCC1)SC=1C=2N(C=CC1)C(=NC2)C(C)(C)N 2-(8-(cyclobutylsulfanyl)imidazo[1,5-a]pyridin-3-yl)propan-2-amine hydrochloride